N-(5-((4-(3-((2,6-dioxopiperidin-3-yl)amino)benzyl)piperazin-1-yl)methyl)-1-((1s,4s)-4-(hydroxymethyl)cyclohexyl)-1H-benzo[d]imidazol-2-yl)-3-(trifluoromethyl)benzamide O=C1NC(CCC1NC=1C=C(CN2CCN(CC2)CC2=CC3=C(N(C(=N3)NC(C3=CC(=CC=C3)C(F)(F)F)=O)C3CCC(CC3)CO)C=C2)C=CC1)=O